(bromomethyl)-6-chloro-pyridine-2-carboxylic acid methyl ester COC(=O)C1=NC(=CC=C1CBr)Cl